6-(3-methylpiperazin-1-yl)pyrido[3,2-d]pyrimidin-4-amine CC1CN(CCN1)C=1C=CC=2N=CN=C(C2N1)N